1-ethyl-3-((R)-1-(3-fluorophenyl)ethyl)-1-((R)-1-(3-(8-methoxyimidazo[1,2-a]pyrazin-6-yl)phenyl)ethyl)urea C(C)N(C(=O)N[C@H](C)C1=CC(=CC=C1)F)[C@H](C)C1=CC(=CC=C1)C=1N=C(C=2N(C1)C=CN2)OC